1-[(5-Chloro-3-pyridyl)methyl]-6-[3-(difluoromethyl)-4-fluoro-phenyl]pyrazolo[3,4-b]pyrazine ClC=1C=C(C=NC1)CN1N=CC=2C1=NC(=CN2)C2=CC(=C(C=C2)F)C(F)F